tert-butyl (2R)-2-(tert-butyldimethylsilyloxy)-4-(2,5-difluorophenyl)-4-hydroxybutylcarbamate [Si](C)(C)(C(C)(C)C)O[C@@H](CNC(OC(C)(C)C)=O)CC(O)C1=C(C=CC(=C1)F)F